N-(3-chloro-5-(methylsulfonamido)phenyl)-4-(5-(3,3-difluoroazetidin-1-yl)pyridin-2-yl)-5-methylthiophene-2-carboxamide ClC=1C=C(C=C(C1)NS(=O)(=O)C)NC(=O)C=1SC(=C(C1)C1=NC=C(C=C1)N1CC(C1)(F)F)C